NC1=NC=2C=C(C(=CC2C2=C1C=NN2C)C(=O)N(CC2=NC=C(C=C2)C#CC(C)(C)O)C2CC2)C 4-amino-N-cyclopropyl-N-((5-(3-hydroxy-3-methylbut-1-yn-1-yl)pyridin-2-yl)methyl)-1,7-dimethyl-1H-pyrazolo[4,3-c]quinoline-8-carboxamide